NC=1C2=C(N=CN1)N(C(=C2C2=CC=C(C=C2)CN2CC(CC2)O)C2=CC=C(C=C2)NC(C(=C)C)=O)C N-(4-(4-amino-5-(4-((3-hydroxypyrrolidin-1-yl)methyl)phenyl)-7-methyl-7H-pyrrolo[2,3-d]pyrimidin-6-yl)phenyl)methacrylamide